(2S,5S)-5-hydroxypiperidine-2-formic acid O[C@H]1CC[C@H](NC1)C(=O)O